ClC1=NC(=CC=C1Cl)Cl 2,3,6-trichloroazabenzene